racemic-2-benzoyl-3,3,9,9-tetramethyl-8-oxo-2-azaspiro[4.5]dec-6-ene-7-carbonitrile C(C1=CC=CC=C1)(=O)N1C[C@]2(CC1(C)C)C=C(C(C(C2)(C)C)=O)C#N |r|